NC=1C=CC(=C(C1)N1N=NC(=C1)C(=O)N)C 1-(5-amino-2-methyl-phenyl)triazole-4-carboxamide